C(CCC)O[C@@H]1CC[C@H](CC1)NC(=O)C1=CN=C2N1C(N(C=C2C)C2=C(C=CC=C2)OC)=O N-[trans-4-butoxycyclohexyl]-6-(2-methoxyphenyl)-8-methyl-5-oxo-5,6-dihydroimidazo[1,2-c]pyrimidine-3-carboxamide